[Si](C)(C)(C(C)(C)C)OCCCCN1C=NC2=CC=CC(=C2C1=O)Cl 3-[tert-butyl(dimethyl)silyloxybutyl]-5-chloro-quinazolin-4(3H)-one